C1(=CC=CC=C1)N1C=2C=CC=CC2C=2C1=C1N(C3=CC=CC=C3C1=CC2)C2=NC=NC(=N2)N2C1=CC=CC=C1C1=CC=C3C(=C21)N(C=2C=CC=CC23)C2=CC=CC=C2 4,6-bis(12-phenylindolo[2,3-a]carbazole-11-yl)-1,3,5-triazine